1-(3-bromo-5-fluorophenyl)-3-(3,5-dichloro-2-hydroxymethylphenyl)urea BrC=1C=C(C=C(C1)F)NC(=O)NC1=C(C(=CC(=C1)Cl)Cl)CO